sodium 5,12-dihydro-pentacenedisulfonate Tert-Butyl-4-(3-((3-Fluorobenzyl)Amino)-2-Nitrophenyl)Piperazine-1-Carboxylate C(C)(C)(C)OC(=O)N1CCN(CC1)C1=C(C(=CC=C1)NCC1=CC(=CC=C1)F)[N+](=O)[O-].C=1(C(=CC=C2CC3=CC4=CC5=CC=CC=C5CC4=CC3=CC12)S(=O)(=O)[O-])S(=O)(=O)[O-].[Na+].[Na+]